N-[2-fluoro-4-methyl-5-[7-methyl-2-(methylamino)pyrido[2,3-d]pyrimidin-6-yl]phenyl]-3-(trifluoromethyl)pyrrolidine-1-carboxamide FC1=C(C=C(C(=C1)C)C1=CC2=C(N=C(N=C2)NC)N=C1C)NC(=O)N1CC(CC1)C(F)(F)F